C(C(C)C)C1=CC(=NN1C1=CC(=CC=C1)N1CCCCC1)NC1=C(C(=O)O)C=C(C=N1)C=1SC=CC1 2-((5-isobutyl-1-(3-(piperidin-1-yl)phenyl)-1H-pyrazol-3-yl)amino)-5-(thiophen-2-yl)nicotinic acid